OCCNC1=CC(=C(C=C1Cl)[N+](=O)[O-])NCCO 1,3-di(β-hydroxyethyl)amino-4-nitro-6-chlorobenzene